C1(CC1)N1C(C=C(C=C1)NC(=N)C1(CCNCC1)C)=O N-(1-cyclopropyl-2-oxo-1,2-dihydropyridin-4-yl)-4-methyl-Piperidine-4-carboximidamide